2,4-dinitroiodobenzene C1=CC(=C(C=C1[N+](=O)[O-])[N+](=O)[O-])I